4-(3-((4-butoxyphenyl)sulfonyl)-6-(trifluoromethoxy)quinolin-4-yl)thiomorpholine 1-oxide C(CCC)OC1=CC=C(C=C1)S(=O)(=O)C=1C=NC2=CC=C(C=C2C1N1CCS(CC1)=O)OC(F)(F)F